C1=C(C=CC=2OC3=C(C21)C=CC=C3)CNC3=CN=C(N(C3=O)CC(=O)NCC3=CC=2C=NC=CC2N3S(=O)(=O)C3=CC=CC=C3)SC 2-(5-((dibenzo[b,d]furan-2-ylmethyl)amino)-2-(methylsulfanyl)-6-oxopyrimidin-1(6H)-yl)-N-((1-(benzenesulfonyl)-1H-pyrrolo[3,2-C]pyridin-2-yl)methyl)acetamide